C(CCCCC)C1=C(SC=C1)B(O)O 3-HEXYLTHIOPHENE-2-BORONIC ACID